1,3-propylene glycol dimethyl ether COCCCOC